bis(2,2,2-trifluoroethyl)phosphorus FC(C[P]CC(F)(F)F)(F)F